NC=1C(=C(C=CC1)[C@]1(N/C(/N(C(C1)=O)[C@@H]1C[C@@H](C(CC1)(F)F)O[Si](C)(C)C(C)(C)C)=N\C(OC(C)(C)C)=O)C)Cl |o1:14,16| tert-Butyl (NE)-N-[(4S)-4-(3-amino-2-chlorophenyl)-1-{(1S*,3S*)-3-[tert-butyl-(dimethyl)silyl]oxy-4,4-difluorocyclohexyl}-4-methyl-6-oxohexahydropyrimidin-2-ylidene]carbamate